N-(4-((5-(furan-2-yl)-2-methoxyphenyl)amino)-7-(2-morpholinoethoxy)quinazolin-6-yl)acrylamide O1C(=CC=C1)C=1C=CC(=C(C1)NC1=NC=NC2=CC(=C(C=C12)NC(C=C)=O)OCCN1CCOCC1)OC